OC/C=C(/C#CC/C=C/COC(C)=O)\C acetic acid (2E,7E)-9-hydroxy-7-methylnon-2,7-dien-5-yn-1-yl ester